FC=1C=NC(=NC1)C=1C(=C(C=CC1)NC1=CC(=NC=C1C(NC)=O)NC1=NC=C(C(=O)OC)C=C1)OC Methyl 6-((4-((3-(5-fluoropyrimidin-2-yl)-2-methoxyphenyl)amino)-5-(methylcarbamoyl)pyridin-2-yl)amino)nicotinate